6-{[(3R,4S)-4-hydroxy-4-methyloxolan-3-yl]Oxy}-N-[6-(2-methylphenyl)-5-(trifluoromethyl)pyridin-2-yl]Pyridine O[C@@]1([C@@H](COC1)OC1=CC=CCN1C1=NC(=C(C=C1)C(F)(F)F)C1=C(C=CC=C1)C)C